3,6,9-trioxaundecane-1,11-dialdehyde C(COCCOCCOCC=O)=O